C(C)(C)(C)C1=CC=C(C=N1)CN1C[C@H](NCC1)C1=C(C=CC=C1)OC(C)C (R)-1-((6-(tert-butyl)pyridin-3-yl)methyl)-3-(2-isopropoxyphenyl)piperazine